FC1=CC=C(C=C1)[C@H](C1CCNCC1)C1=CC=C(C=C1)C |o1:7| (R or S)-4-((4-Fluorophenyl)(p-tolyl)methyl)piperidine